O1CCC=C1 1,2-dihydrofuran